2-amino-5-(3-methoxyphenyl)-4-oxo-4,5-dihydrofuran-3-yl-5-d phenylmethanesulfonate C1(=CC=CC=C1)CS(=O)(=O)OC1=C(OC(C1=O)([2H])C1=CC(=CC=C1)OC)N